3-(4-methoxyphenyl)thiourea COC1=CC=C(C=C1)NC(N)=S